The molecule is the anion of (6S)-6-hydroxy-1,4,5,6-tetrahydronicotinamide adenine dinucleotide arising from deprotonation of both OH groups of the diphosphate moiety. It is a conjugate base of a (S)-NADHX. It is a conjugate acid of a (S)-NADHX(2-). C1CC(=C[NH+]([C@H]1O)[C@H]2[C@@H]([C@@H]([C@H](O2)COP(=O)([O-])OP(=O)([O-])OC[C@@H]3[C@H]([C@H]([C@@H](O3)N4C=NC5=C(N=CN=C54)N)O)O)O)O)C(=O)N